N-(Bromoacetyl)-L-valyl-L-alanyl-N6-{(2S)-2-amino-4-[{(1R)-1-[1-benzyl-4-(2,5-difluorophenyl)-1H-pyrrol-2-yl]-2,2-dimethylpropyl}(glycoloyl)amino]butanoyl}-L-lysin BrCC(=O)N[C@@H](C(C)C)C(=O)N[C@@H](C)C(=O)N[C@@H](CCCCNC([C@H](CCN(C(CO)=O)[C@H](C(C)(C)C)C=1N(C=C(C1)C1=C(C=CC(=C1)F)F)CC1=CC=CC=C1)N)=O)C(=O)O